F[C@H]1C[C@H](N2N=C(N=C21)[S@@](=O)CC#N)C2=CC(=CC=C2)F 2-[(S)-[(5S,7S)-7-Fluoro-5-(3-fluorophenyl)-6,7-dihydro-5H-pyrrolo[1,2-b][1,2,4]triazol-2-yl]sulfinyl]acetonitril